N-(2-(4-ethylpiperazin-1-yl)-5-(4-(4-((6-(trifluoromethyl)pyridazin-3-yl)oxy)phenyl)piperidine-1-carbonyl)phenyl)-1-(3-(trifluoromethoxy)phenyl)methanesulfonamide C(C)N1CCN(CC1)C1=C(C=C(C=C1)C(=O)N1CCC(CC1)C1=CC=C(C=C1)OC=1N=NC(=CC1)C(F)(F)F)NS(=O)(=O)CC1=CC(=CC=C1)OC(F)(F)F